ClC=1N=NC=C(C1)C1=CC(=NN1)C 3-chloro-5-(3-methyl-1H-pyrazol-5-yl)pyridazine